3-(4-(3-bromo-2-methylphenoxy)phenyl)-2,2-difluoropropan-1-ol BrC=1C(=C(OC2=CC=C(C=C2)CC(CO)(F)F)C=CC1)C